(S)-N-(5-(4-(difluoromethyl)phenoxy)-2,3-dihydrobenzofuran-7-yl)-1-methyl-5-oxopyrrolidine-2-carboxamide FC(C1=CC=C(OC=2C=C(C3=C(CCO3)C2)NC(=O)[C@H]2N(C(CC2)=O)C)C=C1)F